C1=CC=C(C=C1)NCl N-chloroaniline